(E)-1-(4-Hydroxyphenyl)-3-[4-methoxy-3-(thiomorpholin-4-ylmethyl)phenyl]prop-2-en-1-one OC1=CC=C(C=C1)C(\C=C\C1=CC(=C(C=C1)OC)CN1CCSCC1)=O